N-[2-methoxy-4-(4-methylpiperazin-1-yl)-5-nitrophenyl]-4-(1-methyl-1H-indol-3-yl)pyrimidin-2-amine COC1=C(C=C(C(=C1)N1CCN(CC1)C)[N+](=O)[O-])NC1=NC=CC(=N1)C1=CN(C2=CC=CC=C12)C